4-[(3-chloro-4-fluorophenyl)amino]-7-methoxy-6-{3-[(1R,6S)-2,5-dioxa-8-azabicyclo[4.3.0]nonan-8-yl]propoxy}-quinazoline ClC=1C=C(C=CC1F)NC1=NC=NC2=CC(=C(C=C12)OCCCN1C[C@@H]2OCCO[C@@H]2C1)OC